C(C)(C)(C)OC(=O)N1[C@H]2[C@H](NC[C@@H]1CC2)CO.C(#N)CC2=C(C(=NC(=C2CF)CF)C#N)CF 4-(cyanomethyl)-3,5,6-trifluoromethylpyridinenitrile tert-Butyl-(1R,2S,5S)-2-(hydroxymethyl)-3,8-diazabicyclo[3.2.1]octane-8-carboxylate